C(#N)CC1(CN(C1)C1CCN(CC1)C(=O)NC=1C=NC=CC1C(F)(F)F)N1N=CC(=C1)C1=C2C(=NC=C1)NC=C2 4-{3-(cyanomethyl)-3-[4-(1H-pyrrolo[2,3-b]pyridin-4-yl)-1H-pyrazol-1-yl]azetidin-1-yl}-N-[4-(trifluoromethyl)pyridin-3-yl]piperidine-1-carboxamide